OCC[C@H](CC(C)C)NC(OC(C)(C)C)=O tert-butyl (S)-(1-hydroxy-5-methylhexan-3-yl)carbamate